C(C=C)(=O)OC(C(=O)O)C acryloyloxy-propionic acid